4-(2-chloro-4-(methoxymethoxy)-6-(4,4,5,5-tetramethyl-1,3,2-dioxaborolan-2-yl)phenyl)butan-1-ol ClC1=C(C(=CC(=C1)OCOC)B1OC(C(O1)(C)C)(C)C)CCCCO